BrC1=C(C(=O)OC)C=C(C=C1C(=O)OC)Br dimethyl 2,5-dibromoisophthalate